C(#N)C=1C(N(C2=NC(=CC=C2C1NC1=CC=NC=C1)C(F)(F)F)C1=CC=CC=C1)=O 4-((3-cyano-2-oxo-1-phenyl-7-(trifluoromethyl)-1,2-dihydro-1,8-naphthyridine-4-yl)amino)pyridine